C(C)(C)(C)N(C(O)=O)C1[C@@H]2CNC[C@H]12.C(C)OC(C)C(=O)CC 2-ethoxypropione tert-butyl-(1R,5S,6r)-3-azabicyclo[3.1.0]hexan-6-ylcarbamate